(3,5-dimethoxy-4-((4-methylpentyl)thio)phenyl)ethylamine COC=1C=C(C=C(C1SCCCC(C)C)OC)CCN